(3R)-3-amino-5-[(4-chlorophenyl)methyl]-7-(5-ethyl-1,3,4-oxadiazol-2-yl)-8-fluoro-1,1-dioxo-2,3-dihydro-1λ6,5-benzothiazepine-4-one N[C@H]1CS(C2=C(N(C1=O)CC1=CC=C(C=C1)Cl)C=C(C(=C2)F)C=2OC(=NN2)CC)(=O)=O